5-(((S)-1-((2-(2-Hydroxypropan-2-yl)quinolin-6-yl)methyl)pyrrolidin-3-yl)oxy-1-oxoisoindolin-2-yl)piperidine-2,6-dione OC(C)(C)C1=NC2=CC=C(C=C2C=C1)CN1C[C@H](CC1)OC1N(C(C2=CC=CC=C12)=O)C1CCC(NC1=O)=O